FC1=C(C(=CC=C1)F)C1=NCC2=C(C3=C1OC1=C3C=CC=C1)N=CN=C2 7-(2,6-difluorophenyl)-5H-[1]benzofuro[2,3-c]pyrimido[4,5-e]azepin